C(C1=CC=CC=C1)(=O)O[C@@H]1[C@H]([C@H](O)O[C@@H]([C@H]1O)COC(C1=CC=CC=C1)=O)O 3,6-di-O-benzoyl-β-D-glucopyranose